2-({3,5-dicyano-6-[4-(2-hydroxyethyl)-1,4-diazepan-1-yl]-4-(2,2,2-trisFluoroethyl)pyridin-2-yl}sulfanyl)-2-phenylacetamide C(#N)C=1C(=NC(=C(C1CC(F)(F)F)C#N)N1CCN(CCC1)CCO)SC(C(=O)N)C1=CC=CC=C1